[Cl-].C(CCCCCCCCCCCCCCC)[N+](C)(C)CC1=CC=CC=C1 N-hexadecyl-N,N-dimethylbenzyl-ammonium chloride